TricarBallylic Acid C(CC(C(=O)O)CC(=O)O)(=O)O